C(C)(C)(C)OC(=O)N1[C@H](CN(CC1)C(C=C)=O)C (S)-4-propenoyl-2-methylpiperazine-1-carboxylic acid tert-butyl ester